8'-chloro-5'-[2-(1H-tetrazol-5-yl)phenoxy]-1'H-spiro[cyclohexane-1,4'-quinazolin]-2'(3'H)-one ClC=1C=CC(=C2C3(NC(NC12)=O)CCCCC3)OC3=C(C=CC=C3)C3=NN=NN3